O1C=C(C=C1)C1=CC=C(C=C1)C(C)=O 1-(4-(furan-3-yl)phenyl)ethan-1-one